4-((S)-1-((S)-4-((4'-carbamoyl-5-hydroxy-2'-methyl-[1,1'-biphenyl]-3-yl)methyl)morpholine-3-amidyl)ethyl)benzoic acid C(N)(=O)C1=CC(=C(C=C1)C1=CC(=CC(=C1)O)CN1[C@@H](COCC1)C(=O)N[C@@H](C)C1=CC=C(C(=O)O)C=C1)C